ClC=1C=CC(=C(C1)NC(C(=O)O)=O)OCC(F)(F)F 2-((5-chloro-2-(2,2,2-trifluoroethoxy)phenyl)amino)-2-oxoacetic acid